(propan-2-yl)-2-(trifluoromethyl)thiophen-3-amine hydrochloride Cl.CC(C)C=1C(=C(SC1)C(F)(F)F)N